5-chloro-2-(difluoromethyl)-N-((1r,4r)-4-((3-(6-(3-methyl-ureido)pyridin-3-yl)-2-oxo-2,3-dihydro-1H-benzo[d]imidazol-1-yl)methyl)cyclohexyl)nicotinamide ClC=1C=NC(=C(C(=O)NC2CCC(CC2)CN2C(N(C3=C2C=CC=C3)C=3C=NC(=CC3)NC(=O)NC)=O)C1)C(F)F